5-fluoro-6-((R)-1-hydroxy-2-((3as,5s,6ar)-3a-hydroxy-5-phenoxyhexahydrocyclopenta[c]pyrrol-2(1H)-yl)ethyl)-3,4-dihydroquinolin-2(1H)-one FC1=C2CCC(NC2=CC=C1[C@H](CN1C[C@@H]2[C@](C1)(C[C@H](C2)OC2=CC=CC=C2)O)O)=O